(S)-(+)-1,2-Propanediol C[C@@H](CO)O